F[C@@H]1OC(O[C@H]1F)=O trans-4,5-difluoro-1,3-dioxolane-2-one